ethyl 1-benzyl-4-(methoxymethyl)piperidine-4-carboxylate C(C1=CC=CC=C1)N1CCC(CC1)(C(=O)OCC)COC